NC1=NC=2C=NC(=CC2C2=C1COC2)C(=O)N(CC=2C=NC(=CC2)C(F)(F)F)CC 4-amino-N-ethyl-N-((6-(trifluoromethyl)-3-pyridinyl)methyl)-1,3-dihydrofuro[3,4-c][1,7]naphthyridine-8-carboxamide